C1(CC1)COC=1C=C(C=CC1)C1=CC=C(S1)C(C)NC1=NC(=NC2=CC(=C(C=C12)OC)OC)C N-[1-{5-[3-(cyclopropyl-methoxy)-phenyl]thiophen-2-yl}ethyl]-6,7-dimethoxy-2-methylquinazolin-4-amine